NC1=C(C=2C(=NC=C(C2S1)F)C=1C2=C(C=3C=NC(=NC3C1F)N1C[C@H](CC1)N1C[C@H](CC1)N(C)C)COC2)C#N 2-Amino-4-(3-((3S,3'S)-3-(dimethylamino)-[1,3'-bipyrrolidin]-1'-yl)-5-fluoro-7,9-dihydrofuro[3,4-f]quinazolin-6-yl)-7-fluorothieno[3,2-c]pyridine-3-carbonitrile